BrC1=CC=C2C(C[C@H]([C@@H](C2=C1)NC(=O)NC=1C(=NC=C(C1)C)C1CCOCC1)O)(C)C ((1r,2r)-7-bromo-2-hydroxy-4,4-dimethyl-1,2,3,4-tetrahydronaphthalen-1-yl)-3-(5-methyl-2-(tetrahydro-2H-pyran-4-yl)pyridin-3-yl)urea